tert-butyl (2-((5-bromopyridin-2-yl)amino)ethyl)carbamate Di-tert-butyl-dicarbonate C(C)(C)(C)OC(=O)OC(=O)OC(C)(C)C.BrC=1C=CC(=NC1)NCCNC(OC(C)(C)C)=O